[Br-].C1(CCCCC1)C[Zn+] (Cyclohexylmethyl)zinc bromide